N-formylamine C(=O)N